ClC=1C(N(C(=C(C1)C1=C(C=CC(=C1)OCOC)Cl)C1=CC=C(C=C1)F)CC)=O 3-chloro-5-(2-chloro-5-(methoxymethoxy)phenyl)-1-ethyl-6-(4-fluorophenyl)pyridin-2(1H)-one